tert-butyl (1-(3-(3,5-difluorophenyl)-6-(3-((4-hydroxybutyl) (methyl)carbamoyl)phenyl)quinolin-4-yl)piperidin-4-yl)carbamate FC=1C=C(C=C(C1)F)C=1C=NC2=CC=C(C=C2C1N1CCC(CC1)NC(OC(C)(C)C)=O)C1=CC(=CC=C1)C(N(C)CCCCO)=O